but-2-en-1,4-diol C(C=CCO)O